NC=1C=2N(C=CN1)C(=NC2C2=CC=C(C=C2)C(NC2=NC=CC(=C2)C(F)(F)F)=O)[C@H]2CN([C@H](CO2)C)C2CCC(CC2)(C(=O)O)C 4-{(2R,5S)-2-[8-amino-1-(4-{[4-(trifluoromethyl)pyridin-2-yl]carbamoyl}phenyl)imidazo[1,5-a]pyrazin-3-yl]-5-methylmorpholin-4-yl}-1-methylcyclohexanecarboxylic acid